6-methyl-6,7-dihydro-1H-imidazo[4,5-c]pyridine-5(4H)-carboxylic acid tert-butyl ester C(C)(C)(C)OC(=O)N1CC2=C(CC1C)NC=N2